2-(2-(aminooxy)ethoxy)ethanol NOCCOCCO